C(CCl)Cl 2-dichloroethane